3-fluoro-4-[[2-(4-piperidyl)pyrazol-3-yl]sulfanylmethyl]benzonitrile FC=1C=C(C#N)C=CC1CSC=1N(N=CC1)C1CCNCC1